SC(C)CS 2,3-DiMercaptoPropan